(4S)-4-(4-hydroxy-1-piperidyl)-N-[2-methyl-3-(4,4,5,5-tetramethyl-1,3,2-dioxaborolan-2-yl)phenyl]-4,5,6,7-tetrahydropyrazolo[1,5-a]pyridine-2-carboxamide OC1CCN(CC1)[C@@H]1C=2N(CCC1)N=C(C2)C(=O)NC2=C(C(=CC=C2)B2OC(C(O2)(C)C)(C)C)C